((Dimethylamino-methylidene)amino)-3H-1,2,4-dithiazoline-3-thione CN(C)/C=N/C1=NC(=S)SS1